FC1=CC=C(C=N1)C=1C=CC2=C(NC3=C2C=NC=C3)N1 2-(6-fluoro-pyridin-3-yl)-9H-dipyrido[2,3-b:3',4'-d]pyrrole